C(#N)C1=CC=C(C=C1)C(C)(CC(C)C)C1=CC=C(C=C1)C#N 2,2-bis(4-cyanophenyl)-4-methylpentane